CC1=CC=C(C=C1)C(C(=O)OCC)C(=O)OCC diethyl 2-(4-methylphenyl)propanedioate